3-triethoxysilyl-propyltetrasulfide C(C)O[Si](CCCSSSSCCC[Si](OCC)(OCC)OCC)(OCC)OCC